ClC=1C=C(C=CC1Cl)[C@@H]1CC[C@H](C2=CC=CC=C12)N trans-4-(3,4-dichlorophenyl)-1,2,3,4-tetrahydro-1-naphthalenamine